OCC1=CC(=CC(=C1O)CO)C 2,6-dihydroxymethyl-para-cresol